N1N=CC(=C1)C1=NC(=NC2=NC=CN=C12)C1CCOCC1 1H-pyrazol-4-yl-tetrahydro-2H-pyran-4-yl-pteridine